phenyl-2-isoxazoline-3-carboxylic acid ethyl ester C(C)OC(=O)C1=NOCC1C1=CC=CC=C1